BrC1=CC=C(C(=C1C=O)F)CBr 6-bromo-3-(bromomethyl)-2-fluorobenzaldehyde